ClC1=CC=C(C=C1)[C@@]1(N(C(C2=CC(=CC(=C12)F)C(CO)(C)O)=O)CC1=NC=C(C=C1)Cl)OC([2H])([2H])C1(CC1)C([2H])([2H])O (3R)-3-(4-Chlorophenyl)-2-[(5-chloropyridin-2-yl)methyl]-6-(1,2-dihydroxypropan-2-yl)-4-fluoro-3-({1-[hydroxy(2H2)methyl]cyclopropyl}(2H2)methoxy)-2,3-dihydro-1H-isoindol-1-on